N1=NC=CC2=C1C=C(O2)C(=O)O furo[3,2-c]pyridazine-6-carboxylic acid